7-(3-(4-(2-fluorophenyl)piperazin-1-yl)propoxy)-2-methyl-3,4-dihydroisoquinolin-1(2H)-one FC1=C(C=CC=C1)N1CCN(CC1)CCCOC1=CC=C2CCN(C(C2=C1)=O)C